C(C)C=1C(=CC=C2C=C(C=C(C12)C1=C(C=2N=C(N=C(C2C=N1)NCCC1C(NCC1)=O)OC[C@]12CCCN2C[C@@H](C1)F)F)O)F 3-(2-((7-(8-ethyl-7-fluoro-3-hydroxynaphthalen-1-yl)-8-fluoro-2-(((2R,7aS)-2-fluorohexahydro-1H-pyrrolizin-7a-yl)methoxy)pyrido[4,3-d]pyrimidin-4-yl)amino)ethyl)pyrrolidin-2-one